OC[C@@H](C[C@H](N)C(=O)O)C (4R)-5-hydroxyleucine